C1=CC=CC=2C3=CC=CC=C3C(C12)COC(=O)N([C@H](C(=O)O)CC1=CC=C(C=C1)C)C (2S)-2-[9H-fluoren-9-ylmethoxycarbonyl(methyl)amino]-3-(4-methylphenyl)propanoic acid